C1(=CC=CC2=CC=C3C=C4C=CC=CC4=CC3=C12)NC1=CC=C2C=3C=CC(=CC3NC2=C1)N N'-tetraphenyl-9H-carbazole-2,7-diamine